ethyliminotri(ethylmethylamino)niobium C(C)N=[Nb](N(CC)C)(N(CC)C)N(C)CC